O=CNCCOCCOCCOCCOCCOCCC(=O)O 1-oxo-5,8,11,14,17-pentaoxa-2-azaicosan-20-oic acid